2-cyclobutyl-N-[(1S)-1-cyclohexyl-2-[4-(3,5-dimethyl-1H-pyrazol-4-yl)anilino]-2-oxo-ethyl]pyrazole-3-carboxamide C1(CCC1)N1N=CC=C1C(=O)N[C@H](C(=O)NC1=CC=C(C=C1)C=1C(=NNC1C)C)C1CCCCC1